3-((4-(2-Azidopropan-2-yl)-6-chloro-2,7-naphthyridin-1-yl)oxy)cyclobutane-1-carboxylic acid N(=[N+]=[N-])C(C)(C)C1=CN=C(C2=CN=C(C=C12)Cl)OC1CC(C1)C(=O)O